C(#N)CCC1CCCCC(O1)=O 7-(2-cyanoethyl)oxepan-2-one